2-oxo-2-[rac-(2R,5S)-2-(2-isopropylpyrazol-3-yl)-5-methyl-1-piperidyl]acetamide O=C(C(=O)N)N1[C@H](CC[C@@H](C1)C)C=1N(N=CC1)C(C)C |r|